C1(=CC=CC=C1)S(=O)(=O)O cis-benzenesulphonic acid